NC1=C(C=C(C=C1F)Cl)C(=CC(C)(O)C)CC 4-(2-amino-5-chloro-3-fluorophenyl)-2-methylhex-3-en-2-ol